C(C)OC1=NC=NC=C1NC(=O)C=1C=2N(N=CC1)C=C(N2)C2=CC=CC=C2 N-(4-ethoxypyrimidin-5-yl)-2-phenylimidazo[1,2-b]pyridazine-8-carboxamide